7-(4,4,5,5-tetramethyl-1,3,2-dioxaborolan-2-yl)tetrazolo[1,5-a]pyridine CC1(OB(OC1(C)C)C1=CC=2N(C=C1)N=NN2)C